tert-butyl 3-(hydroxymethyl)-2-azabicyclo[2.1.1]hexane-2-carboxylate OCC1N(C2CC1C2)C(=O)OC(C)(C)C